spiro[cyclopropane-1,7'-naphtho[1,8-cd]azepine] C1=NC=CC=2C=3C1=CC=CC3C3(CC2)CC3